F[C@@H]1CN(CC[C@@H]1NC1=NN2C(C(=N1)OC)=C(C=C2)C=2C=NC=1N(C2)C=CN1)C N-((3R,4S)-3-Fluoro-1-methylpiperidin-4-yl)-5-(imidazo[1,2-a]pyrimidin-6-yl)-4-methoxypyrrolo[2,1-f][1,2,4]triazin-2-amine